ONC(=O)C1=CC=2C(=NOC2C2=CC(=C(C=C2)C2=CC=CC=C2)OC)C=C1 N-hydroxy-3-(2-methoxy-[1,1'-biphenyl]-4-yl)benzo[c]isoxazole-5-carboxamide